C(C)(C)(C)OC(=O)N[C@@H](C(=O)N[C@@H](C(=O)OC)CC(C)C)CC1=CC=CC=C1 (R)-methyl 2-((R)-2-((tert-butoxycarbonyl)amino)-3-phenylpropanamido)-4-methylpentanoate